F[C@@H]1CC(C[C@@H]1F)CN1CCC(CC1)CC1=CC=2N(C=C1)N=CC2N2C(NC(CC2)=O)=O 1-(5-((1-(((1r,3R,4S)-3,4-difluorocyclopentyl)methyl)piperidin-4-yl)methyl)pyrazolo[1,5-a]pyridin-3-yl)dihydropyrimidine-2,4(1H,3H)-dione